O1CC=NC=C1 (1,4)-oxazine